CC(C(C)=O)(C(CCC)=O)C 3,3-dimethyl-2,4-Heptanedione